4-[(4-methyl-3-methoxyphenyl)carbonyl]aminophenylsulfonamide CC1=C(C=C(C=C1)C(=O)NC1=CC=C(C=C1)S(=O)(=O)N)OC